oxazolo[5,4-b]pyridin-2-amine N1=C(OC2=NC=CC=C21)N